BrC1=C(OCC(C)NC(OC(C)(C)C)=O)C=C(C=C1)[N+](=O)[O-] tert-butyl N-[2-(2-bromo-5-nitro-phenoxy)-1-methyl-ethyl]carbamate